(3R)-2'-(6-amino-5-{[1-(1,4-dimethyl-1H-pyrazol-5-yl)ethyl]oxy}pyridin-3-yl)-N-ethyl-5',6'-dihydrospiro[pyrrolidine-3,4'-pyrrolo[1,2-b]pyrazole]-1-carboxamide NC1=C(C=C(C=N1)C=1C=C2N(N1)CC[C@]21CN(CC1)C(=O)NCC)OC(C)C1=C(C=NN1C)C